N-(6-methoxy-7-(2-methyl-2H-1,2,3-triazol-4-yl)-11-oxo-11H-pyrido[1',2':1,2]pyrimido[5,4-c]pyridazin-3-yl)cyclopropanecarboxamide COC1=C(C=CN2C1=NC1=C(N=NC(=C1)NC(=O)C1CC1)C2=O)C2=NN(N=C2)C